FC=1C=C(C=C(C1)C(F)(F)F)CCCC(=O)O 4-(3-fluoro-5-(trifluoromethyl)phenyl)butanoic acid